[N+](=O)([O-])C1=C(SC=C1)CC(=O)O 2-(3-nitrothiophen-2-yl)acetic acid